C(C)(C)(C)OC(=O)C1=NN(C=C1)C1CCN(CC1)C(=O)OC(C)(C)C tert-butyl 4-[3-(tert-butoxycarbonyl)pyrazol-1-yl]piperidine-1-carboxylate